ClC1=CC=C(C=C1)/C=C/C(=O)O (E)-3-(4-chlorophenyl)acrylic acid